tert-butyl N-(3-hydroxy-2-methylpropyl)carbamate OCC(CNC(OC(C)(C)C)=O)C